BrC=1C=C(C=CC1)N1CCC(CC1)N1CCN(CC1)C 1-[1-(3-bromophenyl)piperidin-4-yl]-4-methylpiperazine